(R)-N-(4-(3-((7-(methyl-sulfonyl)quinazolin-2-yl)amino)piperidine-1-carbonyl)phenyl)acrylamide CS(=O)(=O)C1=CC=C2C=NC(=NC2=C1)N[C@H]1CN(CCC1)C(=O)C1=CC=C(C=C1)NC(C=C)=O